ClC1=C(N=C2N1C=CC(=C2)C(=O)N2CCOCC2)C2=C(C(=CC=C2C=2C(=NN(C2)C)F)F)F (3-chloro-2-(2,3-difluoro-6-(3-fluoro-1-methyl-1H-pyrazol-4-yl)phenyl)imidazo[1,2-a]pyridin-7-yl)(morpholino)methanone